C(=O)(OC(C)(C)C)N[C@@H](CC1=CNC2=CC=CC=C12)C(=O)O boc-L-tryptophan